O1CCC(=CC1)C=1N=C(C2=C(N1)C(N(C2)C(C)C)=O)NC2=CC=C(C=C2)C(C)C 2-(3,6-dihydro-2H-pyran-4-yl)-6-(prop-2-yl)-4-{[4-(prop-2-yl)phenyl]amino}-5,6-dihydro-7H-pyrrolo[3,4-d]pyrimidin-7-one